[Au].[Pd].[Ni] nickel palladium GOLD